OC=1C=C(CNC2=C3N=CN=C3N(C=N2)C2[C@H](O)[C@@H](O)[C@H](O)[C@H](O2)CO)C=CC1OC 6-(3-hydroxy-4-methoxybenzylamino)-3-glucopyranosylpurine